[Cl-].C(C=C)(=O)OCCC[N+](C)(C)C [3-(acryloyloxy)propyl]trimethyl-ammonium chloride